5-hydroxyazobenzene OC=1C=CC=C(C1)N=NC1=CC=CC=C1